1,8-diazafluorene-9-one N1=CC=CC=2C3=CC=CN=C3C(C12)=O